CC(O)[C-]1C=CC=C1.[CH-]1C=CC=C1.[Fe+2] α-methylferrocenmethanol